C(C)[C@]1(CS(C2=C(N(C1)C1=CC=CC=C1)C=C(C(=C2)O)SC)(=O)=O)CCC (S)-3-ethyl-8-hydroxy-7-(methylsulfanyl)-5-phenyl-3-propyl-2,3,4,5-tetrahydro-1,5-benzothiazepine 1,1-dioxide